C(C#C)OCCOC(\C=C\CNCCCCN1C2=C(CCC3=C1C=CC=C3)C=CC(=C2)Cl)=O.C(C)N(C(C2=C(C=C(C=C2)C(F)(F)F)C2=CC(=C(C=C2)OC)OC)=O)C N-ethyl-N-methyl-4-(trifluoromethyl)-2-(3,4-dimethoxyphenyl)benzamide 2-prop-2-ynyloxy-ethyl-(E)-4-[4-(3-chloro-10,11-dihydro-5H-dibenzo[b,f]azepin-5-yl)butylamino]but-2-enoate